2-(1-((2-(3,5-dichlorophenyl)-6-((2-((1S,4S)-5-methyl-2,5-diazabicyclo[2.2.1]heptan-2-yl)pyrimidin-5-yl)oxy)pyridin-4-yl)methyl)piperidin-4-yl)acetic acid ClC=1C=C(C=C(C1)Cl)C1=NC(=CC(=C1)CN1CCC(CC1)CC(=O)O)OC=1C=NC(=NC1)N1[C@@H]2CN([C@H](C1)C2)C